NC1=C(C2=C(C(C=C(O2)C2=CC=C(C=C2)NC)=O)C=C1)N 7,8-diamino-2-[4-(methylamino)phenyl]benzopyran-4-one